(R)-(4-{[5-chloro-7-(dimethylamino)-[1,2,4]triazolo[1,5-a]pyrimidin-6-yl]methyl}phenyl)(imino)methyl-λ6-sulfanone ClC1=NC=2N(C(=C1CC1=CC=C(C=C1)[SH2](=O)C=N)N(C)C)N=CN2